C(#N)C1=C[C@@]2([C@H](CCC=3C(=NC(=NC23)C=2C=NC=CC2)OC)[C@H](C1=O)C)C (6aR,7R,10aS)-9-cyano-4-methoxy-7,10a-dimethyl-2-(pyridin-3-yl)-5,6a,7,10a-tetrahydrobenzo[H]quinazolin-8(6H)-one